NC1=NC(=NC(=C1)O)O 4-Amino-2,6-dihydroxypyrimidin